N-{5-[(1R,3R)-3-[4-(trifluorometh-yl)phenyl]cyclobutoxy]-1H-indol-3-yl}pyridine-2-carboxamide FC(C1=CC=C(C=C1)C1CC(C1)OC=1C=C2C(=CNC2=CC1)NC(=O)C1=NC=CC=C1)(F)F